[Si]=O.[Al].[Mg].[Ca] Calcium-Magnesium-Aluminum-Silicon oxide